2-(imidazol-4-yl)pyrimidin-4(1H)-one N1C=NC(=C1)C=1NC=CC(N1)=O